4-(trifluoro-methyl)benzaldehyde FC(C1=CC=C(C=O)C=C1)(F)F